P(O)(=O)(OP(=O)(O)O)OC[C@@H]1[C@H]([C@H]([C@@H](O1)N1C(=O)N=C(N)C=C1)O)O cytidine-5'-diphosphate